O.[Na+].C=CC1=CC=C(C=C1)S(=O)(=O)[O-] 4-Styrenesulfonic acid sodium salt hydrate